N[C@H](C)C=1C=C(C=C2C(C(=C(OC12)C=1C=CC=2C(N1)=CN(N2)C)C)=O)C 8-[(1R)-1-Aminoethyl]-3,6-dimethyl-2-(2-methyl-pyrazolo[4,3-b]pyridin-5-yl)chromen-4-one